potassium n-propanolate C(CC)[O-].[K+]